C(C(C)C)OC1=C(C=CC=C1)N1CCN(CC1)CC(COC1=C(N=CS1)C)O (4-(2-isobutoxyphenyl)piperazin-1-yl)-3-((4-methylthiazol-5-yl)oxy)propan-2-ol